NC1N=CC2(N3C1=CC1=C3N=C(N=C1)NC1=CC=C(C=C1)S(=O)(=O)N)CCCCC2 4-((6'-amino-6'H-spiro[cyclohexane-1,9'-pyrazino[1',2':1,5]pyrrolo[2,3-d]pyrimidin]-2'-yl)amino)benzenesulfonamide